COC(C1=CC(=CC(=C1)C(N)=NOC)Cl)=O.C(C)(C)(C)OOC(C)(C)C1=CC(=CC=C1)C(C)(C)OOC(C)(C)C 1,3-bis(t-butylperoxyisopropyl)benzene methyl-3-chloro-5-[N'-methoxycarbamimidoyl]benzoate